2-amino-N-ethyl-N-(2,2,2-trifluoro-1-(4-fluorophenyl)ethyl)benzo[d]thiazole-6-sulfonamide NC=1SC2=C(N1)C=CC(=C2)S(=O)(=O)N(C(C(F)(F)F)C2=CC=C(C=C2)F)CC